tert-butyl-3'-hydroxy-6-oxo-6,8-dihydro-2H-spiro[benzo[2,1-b:3,4-c']difuran-3,4'-piperidine] C(C)(C)(C)N1CC(C2(CC1)C1=C(OC2)C=2COC(C2C=C1)=O)O